1-(tert-butyloxycarbonyl)-3-methoxy-1H-indole-6-carboxylic acid C(C)(C)(C)OC(=O)N1C=C(C2=CC=C(C=C12)C(=O)O)OC